(R)-N-(1-(5-bromothiophen-2-yl)ethyl)-2-Methyl-7,8-dihydro-[1,4]dioxino[2,3-g]quinazolin-4-amine BrC1=CC=C(S1)[C@@H](C)NC1=NC(=NC2=CC3=C(C=C12)OCCO3)C